C1=CC=CC=2C3=CC=CC=C3C(C12)COC(=O)NCC[C@@H](C(=O)OC(C)(C)C)NC(=O)OCC1=CC=CC=C1 (S)-tert-butyl 4-((((9H-fluoren-9-yl)methoxy)carbonyl)amino)-2-(((benzyloxy)carbonyl)amino)butanoate